CN1CCC(CC1)(C1=NN=C(N1)C1=NC=NC=C1)NC=1C=C(C(=O)O)C=CC1 3-((1-methyl-4-(5-(pyrimidin-4-yl)-4H-1,2,4-triazol-3-yl)piperidin-4-yl)amino)benzoic acid